N-(tert-butyl)-3-((2-((4-(2-(4-((2-(2,6-dioxopiperidin-3-yl)-1,3-dioxoisoindolin-5-yl)methyl)piperazin-1-yl)ethoxy)phenyl)amino)-5-methylpyrimidin-4-yl)amino)benzenesulfonamide C(C)(C)(C)NS(=O)(=O)C1=CC(=CC=C1)NC1=NC(=NC=C1C)NC1=CC=C(C=C1)OCCN1CCN(CC1)CC=1C=C2C(N(C(C2=CC1)=O)C1C(NC(CC1)=O)=O)=O